1-(3-methylphenyl)-3-{3-[2-oxo-2-(pyrrolidin-1-yl)ethoxy]-4-phenoxyphenyl}-1,3,5-triazinane-2,4,6-trione CC=1C=C(C=CC1)N1C(N(C(NC1=O)=O)C1=CC(=C(C=C1)OC1=CC=CC=C1)OCC(N1CCCC1)=O)=O